2-{[2-(3-fluoropyridin-4-yl)-1,7-naphthyridin-4-yl]amino}-2-methylpropan-1-ol FC=1C=NC=CC1C1=NC2=CN=CC=C2C(=C1)NC(CO)(C)C